4-[(6-chloro-2-pyridyl)sulfanyl]-6-[1-[(3S)-3-piperidyl]pyrazol-4-yl]pyrazolo[1,5-a]pyridine-3-carbonitrile ClC1=CC=CC(=N1)SC=1C=2N(C=C(C1)C=1C=NN(C1)[C@@H]1CNCCC1)N=CC2C#N